NC1=C2C(=NC=N1)N(N=C2C2=CC=C(C=C2)NC(=O)C2CCCCC2)C(C)(C)C N-(4-(4-amino-1-tert-butyl-1H-pyrazolo[3,4-d]pyrimidin-3-yl)phenyl)cyclohexanecarboxamide